ClC=1C=C(C=C(C1)NS(=O)(=O)C)NC(=O)C1=CN(C(=C1)C1=NC=C(C=C1F)O[C@@H]1CN(CC1)C)C N-(3-chloro-5-methanesulfonamidophenyl)-5-(3-fluoro-5-{[(3S)-1-methylpyrrolidin-3-yl]oxy}pyridin-2-yl)-1-methylpyrrole-3-carboxamide